[N+](=O)([O-])C(C1=NN2C(N=NC=C2N)=C1)([N+](=O)[O-])[N+](=O)[O-] 7-(trinitromethyl)pyrazolo[5,1-C][1,2,4]triazine-4-amine